bis(boranylamino) [3-(2-dimethylaminoethyl)-3H-indol-4-yl] phosphate P(=O)(ONB)(ONB)OC1=C2C(C=NC2=CC=C1)CCN(C)C